trans-3-[(4-chlorobenzyl)oxy]-N-[2-fluoro-3-(5-fluoro-4-methyl-6-oxo-1,6-dihydropyrimidin-2-yl)-4-(trifluoromethyl)benzyl]cyclobutane-1-carboxamide ClC1=CC=C(CO[C@@H]2C[C@H](C2)C(=O)NCC2=C(C(=C(C=C2)C(F)(F)F)C=2NC(C(=C(N2)C)F)=O)F)C=C1